C(N)(=O)C1=NN(C=C1NC(=O)C=1N=C(OC1)C1=CC(=NC=C1)NCC(F)(F)F)C1=CC=C(C=C1)C(NCCCCCOCCOCCCCO)=O N-(3-carbamoyl-1-(4-((5-(2-(4-hydroxybutoxy)ethoxy)pentyl)carbamoyl)phenyl)-1H-pyrazol-4-yl)-2-(2-((2,2,2-trifluoroethyl)amino)pyridin-4-yl)oxazole-4-carboxamide